CNC(=O)C1CCNCC1 N-methylpiperidin-4-carboxamide